indium tantalum selenide [Se-2].[Ta+5].[In+3].[Se-2].[Se-2].[Se-2]